CC(C1=CC=CC=C1)(C)C=1C(=C(C=C(C1)C(C1=CC=CC=C1)(C)C)N1N=C2C(=N1)C=CC=C2)O 2-(3',5'-bis-(alpha,alpha-dimethylbenzyl)-2'-hydroxyphenyl)benzotriazole